1-(4-(6-chloro-7-(2-hydroxy-5,6,7,8-tetrahydronaphthalen-1-yl)quinazolin-4-yl)piperazin-1-yl)prop-2-en-1-one ClC=1C=C2C(=NC=NC2=CC1C1=C(C=CC=2CCCCC12)O)N1CCN(CC1)C(C=C)=O